((5-fluoro-2-(2-methoxy-7-methylquinoxalin-5-yl)-7,8-dihydrobenzofuro[5,4-d]thiazol-7-yl)methyl) carbamate C(N)(OCC1OC2=C(C1)C1=C(N=C(S1)C1=C3N=CC(=NC3=CC(=C1)C)OC)C=C2F)=O